FC(C(=O)O)(F)F.FC1=C(C=CC=C1)S(=O)(=O)N 2-fluorobenzenesulfonamide trifluoroacetate